(Difluoromethyl)-5-((2-(3-(6-fluoro-[1,2,4]triazolo[4,3-a]pyridin-7-yl)propyl)-2-azaspiro[3.3]heptan-6-yl)oxy)-8-methylisoquinolin-1(2H)-one FC(F)N1C(C2=C(C=CC(=C2C=C1)OC1CC2(CN(C2)CCCC2=CC=3N(C=C2F)C=NN3)C1)C)=O